BrC=1C(=CC(=NC1)C1=CC=C2N1N=CC(=C2)C#N)NC2COC2 7-(5-bromo-4-(oxetan-3-ylamino)pyridin-2-yl)pyrrolo[1,2-b]pyridazine-3-carbonitrile